C(C=C)(=O)OCCCCCCCC\C=C/C\C=C/CCCCC Linoleyl acrylate